O1CCC(CC1)N1N=CC(=C1)NC1=NC=C(C(=N1)C1=CC=C(C(=O)O)C=C1)C(F)(F)F 4-(2-((1-(Tetrahydro-2H-pyran-4-yl)-1H-pyrazol-4-yl)amino)-5-(trifluoromethyl)pyrimidin-4-yl)benzoic Acid